bis-(3-aminopropyl)-methylamine NCCCN(C)CCCN